O=C1NC=CC=C1C(=O)OCC ethyl 2-oxo-1,2-dihydropyridine-3-carboxylate